C(=O)C=1C=C(N2C=CC=C(C12)C1=C(C2=C(N(C(=N2)COC)C)C=C1C(F)(F)F)C(=O)OC)C(C1=CC(=C(C(=C1)F)F)F)=O methyl 5-(1-formyl-3-(3,4,5-trifluorobenzoyl)indolizin-8-yl)-2-(methoxymethyl)-1-methyl-6-(trifluoromethyl)-1H-benzo[d]imidazole-4-carboxylate